CC1=C(C(=NC(=C1)CCN1CCOCC1)C(=O)N)NC1=NC=CC(=C1)C(F)(F)F 4-methyl-6-(2-morpholinoethyl)-3-(4-(trifluoromethyl)pyridinylamino)pyridinamide